1-(2-(2-methoxyethoxy)ethyl)-N1-methylbenzene-1,4-diamine COCCOCCC1(CC=C(C=C1)N)NC